1-(2',3'-di-Hydroxypropyl)benzotriazole OC(CN1N=NC2=C1C=CC=C2)CO